FC1(CC12CC(C2)NCCC[C@@H](C)OC2=NC(=CC=C2S(=O)(=O)N2[C@@H](C[C@@H](C2)OC)C(=O)O)C)F (2S,4S)-1-((2-(((R)-5-(((3S,5s)-1,1-Difluorospiro[2.3]hexan-5-yl)amino)pentan-2-yl)oxy)-6-methylpyridin-3-yl)sulfonyl)-4-methoxypyrrolidine-2-carboxylic acid